FC=1C(=NC(=NC1)NC1=CC=C(C=C1)N1CCOCC1)NCCCCC(=O)NO 5-((5-fluoro-2-((4-morpholinylphenyl)amino)pyrimidin-4-yl)amino)-N-hydroxypentanamide